Oxooctahydro-6H-3,6-methanopyrrolo[3,2-c]Pyridine-6-Carboxamide O=C1C2C3CNC(CC3N1)(C2)C(=O)N